C(C)(C)(C)[C@]1(N(CCC1)C(=O)OC(CN1CCCC1)C)C(=O)N1CCN(CC1)C1=NC=C(C(=N1)N[C@H](C)C1=C(C=C(C=C1)Cl)Cl)Cl 1-(pyrrolidin-1-yl)propan-2-ol tert-butyl-(S)-2-(4-(5-chloro-4-(((R)-1-(2,4-dichlorophenyl)ethyl)amino)pyrimidin-2-yl)piperazine-1-carbonyl)pyrrolidine-1-carboxylate